7-(2-fluoro-6-(2-(hydroxymethyl)pyrrolidin-1-yl)pyridin-4-yl)-5,6,7,8-tetrahydro-2,7-naphthyridine-3-carboxylic acid ethyl ester C(C)OC(=O)C=1N=CC=2CN(CCC2C1)C1=CC(=NC(=C1)N1C(CCC1)CO)F